1,3-dimethylbenzimidazolium-2-carboxylate C[N+]1=C(N(C2=C1C=CC=C2)C)C(=O)[O-]